C1(=C(C=CC=C1)C1=NC(=NC(=N1)C1=CC=CC=C1)C1=CC=C(C=C1)C1=NC(=C(N=C1C1=CC=CC=C1)C1=CC=CC=C1)C1=CC=CC=C1)C1=CC=CC=C1 2-([1,1'-Biphenyl]-2-yl)-4-phenyl-6-(4-(3,5,6-triphenylpyrazin-2-yl)phenyl)-1,3,5-triazine